2,2-dimethyl-3,4-dihydro-2H-pyrido[3,2-b][1,4]oxazine-8-carboxylate CC1(CNC2=C(O1)C(=CC=N2)C(=O)[O-])C